((S)-3-aminopyrrolidin-1-yl)((S)-1-(4,5-dichloro-1H-indole-2-carbonyl)pyrrolidin-3-yl)methanone N[C@@H]1CN(CC1)C(=O)[C@@H]1CN(CC1)C(=O)C=1NC2=CC=C(C(=C2C1)Cl)Cl